N-{[2-fluoro-5-(trifluoromethoxy)phenyl]methyl}-2-methoxy-5-[2-(2-methoxyacetamido)imidazo[1,2-b]pyridazin-6-yl]pyridine-3-carboxamide FC1=C(C=C(C=C1)OC(F)(F)F)CNC(=O)C=1C(=NC=C(C1)C=1C=CC=2N(N1)C=C(N2)NC(COC)=O)OC